C(=C)C1=CC=C(CCl)C=C1 (4-vinyl)-benzyl chloride